COC(=O)[C@H]1C[C@@H](CCC1)NC(=O)OC(C)(C)C (1R,3R)-3-(tert-Butoxycarbonylamino)cyclohexanecarboxylic acid methyl ester